OC(C1CCN(CC1)C(=O)OC(C)(C)C)C1=CNC2=CN=CC=C21 tert-Butyl 4-(hydroxy(1H-pyrrolo[2,3-c]pyridin-3-yl)methyl)piperidine-1-carboxylate